BrCC=1C=C(C=CC1)S(=O)(=O)N1CCC(CC1)NC(OC(C)(C)C)=O tert-butyl (1-((3-(bromomethyl)phenyl)sulfonyl)-piperidin-4-yl)carbamate